C1(CC1)C1=C(C(=NO1)C1=C(C=C(C=C1Cl)F)Cl)CO (5-Cyclopropyl-3-(2,6-dichloro-4-fluorophenyl)isoxazol-4-yl)methanol